O[C@H](CO)C1=C2C(=NC=C1)N(N=C2C2CN(C2)C(C(=C)F)=O)C2=CC=C(C=C2)S(F)(F)(F)(F)F (S)-1-(3-(4-(1,2-dihydroxyethyl)-1-(4-(pentafluoro-lambda6-sulfanyl)phenyl)-1H-pyrazolo[3,4-b]pyridin-3-yl)azetidin-1-yl)-2-fluoroprop-2-en-1-one